NC=1N=C(SC1C(C1=CC(=CC=C1)C#N)=O)N(C1=CC=C(C=C1)F)C(C(=O)N)C (N-[4-amino-5-(3-cyanobenzoyl)thiazol-2-yl]-4-fluoro-anilino)propionamide